O[C@@H]1CC[C@@H]([C@H](/C=C/[C@@H]([C@H](C(C(C1)=O)=O)/C(=C/C=1C=CC=2N(C1)C=CN2)/C)C)OC(=O)N2CCN(CC2)C)C 4-methylpiperazine-1-carboxylic acid [(2s,3s,4E,6r,7s,10r)-10-hydroxy-2-[(E)-1-imidazo[1,2-a]pyridin-6-ylprop-1-en-2-yl]-3,7-dimethyl-12-oxo-1-oxocyclododec-4-en-6-yl] ester